Ethyl gallate (Ethyl 3,4,5-trihydroxybenzoate) C(C)C1=C(C(=O)O)C=C(C(=C1O)O)O.C(C1=CC(O)=C(O)C(O)=C1)(=O)OCC